4-(4-(4-Bromo-2-fluoro-3-methylphenyl)piperazin-1-yl)-5-fluoro-2-methoxyaniline BrC1=C(C(=C(C=C1)N1CCN(CC1)C1=CC(=C(N)C=C1F)OC)F)C